N-((S)-1-(5-(((S)-1,1-dimethyl-2,3-dihydro-1H-inden-2-yl)amino)pyridin-2-yl)-2,2,2-trifluoroethyl)-N-methyl-3-(methylsulfonamido)cyclopentane-1-carboxamide CC1([C@H](CC2=CC=CC=C12)NC=1C=CC(=NC1)[C@@H](C(F)(F)F)N(C(=O)C1CC(CC1)NS(=O)(=O)C)C)C